N[C@]1(CN(C[C@@H]1CCCB(O)O)CC1NCC2=CC=C(C=C2C1)Cl)C(=O)O (3R,4S)-3-amino-4-(3-boronopropyl)-1-((6-chloro-1,2,3,4-tetrahydroisoquinolin-3-yl)methyl)pyrrolidine-3-carboxylic acid